2-(2-Cyclopropylphenyl)-5-methoxy-N-(2-methoxy-4-(1-methyl-4-(trifluoromethyl)-1H-imidazol-2-yl)benzyl)pyrimidin-4-amine C1(CC1)C1=C(C=CC=C1)C1=NC=C(C(=N1)NCC1=C(C=C(C=C1)C=1N(C=C(N1)C(F)(F)F)C)OC)OC